caffeoyl methacrylate C(C(=C)C)(=O)OC(\C=C\C1=CC(O)=C(O)C=C1)=O